FC(C1=NC2(CO1)CCCC2)(F)F 2-(trifluoromethyl)-3-oxa-1-azaspiro[4.4]Non-1-en